OC1=C(C[C@H](N)C(=O)O)C=C(C(=C1)O)NC(=CC=O)COC1=CC=C(C=C1)C 2-hydroxy-5-({1-[(4-methylphenoxy)methyl]-3-oxoprop-1-enyl}amino)-l-tyrosine